2,5-dioxopyrrolidin-1-yl-N2-(6-(2-(methylsulfonyl)pyrimidin-5-yl)hex-5-ynyl)-N6-trityl-L-lysine O=C1N(C(CC1)=O)N([C@@H](CCCCNC(C1=CC=CC=C1)(C1=CC=CC=C1)C1=CC=CC=C1)C(=O)O)CCCCC#CC=1C=NC(=NC1)S(=O)(=O)C